COC=1C=C(C=O)C=CC1OC 3,4-dimethoxy-benzaldehyde